4-hydroxy-3-(2'-hydroxy-[1,1'-biphenyl]-4-yl)-6-oxo-6,7-dihydrothieno[2,3-b]pyridine-5-carbonitrile OC=1C2=C(NC(C1C#N)=O)SC=C2C2=CC=C(C=C2)C2=C(C=CC=C2)O